(3-(1-Ethyl-1H-1,2,4-triazol-3-yl)-4-methoxy-5-nitrophenyl)methanol C(C)N1N=C(N=C1)C=1C=C(C=C(C1OC)[N+](=O)[O-])CO